(4-amino-2-methylphenyl) (4-methylpiperazine-1-yl) ketone CN1CCN(CC1)C(=O)C1=C(C=C(C=C1)N)C